C(CCCCCCCCC)OC(C/C=C/C=C)OCCCCCCCCCC (3E)-6,6-didecyloxy-1,3-hexadiene